C(C)OC(CC1=C(C(=O)OCC)C=CC(=N1)O)=O ethyl 2-(2-ethoxy-2-oxoethyl)-6-hydroxynicotinate